NC1=NC(=C(C=C1C=1C=C2CCNC(C2=CC1)=O)C1=CC=C(C=C1)C=1CCN(CC1)C(C)C)F 6-(2-amino-6-fluoro-5-(4-(1-isopropyl-1,2,3,6-tetrahydropyridin-4-yl)phenyl)pyridin-3-yl)-3,4-dihydroisoquinolin-1(2H)-one